2-{3-phenylbicyclo[1.1.1]pent-1-yl}ethanol C1(=CC=CC=C1)C12CC(C1)(C2)CCO